C1(CC1)NS(=O)(=O)C1=CC=C(C=C1)N1N=CC(=C1)C1=CC(=C(C(=C1)C=O)O)F N-cyclopropyl-4-(4-(3-fluoro-5-formyl-4-hydroxyphenyl)-1H-pyrazol-1-yl)benzenesulfonamide